N1-(5-(3-cyclopropyl-phenyl)-1H-indol-3-yl)-N2-methyloxalamide C1(CC1)C=1C=C(C=CC1)C=1C=C2C(=CNC2=CC1)NC(C(=O)NC)=O